N-[(6-methoxypyridin-3-yl)(morpholin-2-yl)methyl]-8-(1-methyl-1H-indol-6-yl)quinoxalin-6-amine COC1=CC=C(C=N1)C(NC=1C=C2N=CC=NC2=C(C1)C1=CC=C2C=CN(C2=C1)C)C1CNCCO1